N-(5-(3-chloro-2-methoxyphenyl)-8-(N-(2,4-dimethoxybenzyl)acetamido)-2,7-naphthyridin-3-yl)cyclopropanecarboxamide ClC=1C(=C(C=CC1)C1=C2C=C(N=CC2=C(N=C1)N(C(C)=O)CC1=C(C=C(C=C1)OC)OC)NC(=O)C1CC1)OC